NCC(=O)O.C(C)(C)(C)N([C@@H](CC(C)C)C(=O)O)C(=O)C1=NNC(=C1)C1=CC(=CC=C1)C=1OC(=CN1)C(NC(CC)CC)=O tert-butyl-(5-(3-(5-(pentan-3-ylcarbamoyl)oxazol-2-yl)phenyl)-1H-pyrazole-3-carbonyl)-L-leucine glycinate